3-amino-8-hydroxynaphthalen-6-sulfonic acid NC=1C=CC2=C(C=C(C=C2C1)S(=O)(=O)O)O